Br.BrCC1=NC2=C(N1)C=CC=C2 2-(bromomethyl)-1H-benzo[d]imidazole hydrobromide